tert-butyl 3-(6-(8-ethynyl-3-(methoxymethoxy) naphthalen-1-yl)-3-((tetrahydro-1H-pyrrolizin-7a(5H)-yl) methoxy)-2,7-naphthyridin-1-yl)-3,8-diazabicyclo[3.2.1]octane-8-carboxylate C(#C)C=1C=CC=C2C=C(C=C(C12)C=1C=C2C=C(N=C(C2=CN1)N1CC2CCC(C1)N2C(=O)OC(C)(C)C)OCC21CCCN1CCC2)OCOC